Ethyl 3-((2-((3-(trifluoromethyl) tetrahydrofuran-3-yl) oxy) ethyl) amino)-1H-pyrrole-2-carboxylate FC(C1(COCC1)OCCNC1=C(NC=C1)C(=O)OCC)(F)F